3-(hydroxymethyl)-5-(2-(hydroxymethyl)piperazin-1-yl)-2,3-dihydro-1,4-benzodioxine OCC1OC2=C(OC1)C=CC=C2N2C(CNCC2)CO